C(#N)[C@H](C[C@H]1C(NCCC1)=O)NC(=O)[C@H]1N(C[C@@H]2[C@H]1CC(C2)(F)F)C(=O)C2(C1=CC=CC=C1C=1C=CC=CC21)O (1S,3aS,6aR)-N-((S)-1-cyano-2-((S)-2-oxopiperidin-3-yl)ethyl)-5,5-difluoro-2-(9-hydroxy-9H-fluorene-9-carbonyl)octahydrocyclopenta[c]pyrrole-1-carboxamide